IC=1C(=NN(C1C(=O)O)C)C 4-iodo-1,3-dimethyl-1H-pyrazole-5-carboxylic acid